C(C)(C)(C)C1(C(O)C=C(C=C1)C(C)(C)C)O 2,5-di-t-butyl-catechol